IC1=CC=C(S1)C=1SC(=CC1)C1=CC=C(C=C1)N1C2=CC=CC=C2C=2C=CC=CC12 5-iodo-5'-{4-(carbazol-9-yl)-phenyl}-2,2'-bithiophene